2-(4-bromophenyl)-2-oxoethyl-1-(N-(2-(octanoyloxy)ethyl)benzamido)cyclopropane BrC1=CC=C(C=C1)C(CC1(CC1)N(C(C1=CC=CC=C1)=O)CCOC(CCCCCCC)=O)=O